2-chloro-4-(2-octyldodecyloxy)benzaldehyde ClC1=C(C=O)C=CC(=C1)OCC(CCCCCCCCCC)CCCCCCCC